CN1N=CC(=C1)OCCN 2-((1-methyl-1H-pyrazol-4-yl)oxy)ethan-1-amine